(S)-3-bromo-5-((3,4-dimethylbenzyl)amino)-1-(1,1,1-trifluoropropan-2-yl)-1H-pyrazole-4-carbonitrile BrC1=NN(C(=C1C#N)NCC1=CC(=C(C=C1)C)C)[C@H](C(F)(F)F)C